ClC=1C=NC(=NC1)OC1=C(C=CC=C1)C1=NC=CC(=C1)C(F)(F)F 5-chloro-2-[2-[4-(trifluoromethyl)-2-pyridinyl]phenoxy]pyrimidine